7-(4-fluorobenzyl)-1-(3-hydroxypropyl)-8-(3-methoxyphenoxy)-3-methyl-1H-purine-2,6(3H,7H)-dione FC1=CC=C(CN2C(=NC=3N(C(N(C(C23)=O)CCCO)=O)C)OC2=CC(=CC=C2)OC)C=C1